(2-chloropyrimidin-4-yl)-2-methylpropan-1-ol ClC1=NC=CC(=N1)C(C(C)C)O